BrC1=CC2=CN(N=C2C=C1)CCO[Si](C)(C)C(C)(C)C 5-bromo-2-(2-((tert-butyldimethylsilyl)oxy)ethyl)-2H-indazole